(4-(trimethylsilyloxy)phenyl)zinc bromide [Br-].C[Si](OC1=CC=C(C=C1)[Zn+])(C)C